2-(2-(3,4-dihydroisoquinolin-2(1H)-yl)-2-oxoethoxy)-N-(2-oxo-2-phenylethyl)benzamide C1N(CCC2=CC=CC=C12)C(COC1=C(C(=O)NCC(C2=CC=CC=C2)=O)C=CC=C1)=O